resorcinol fluoride [F-].C1(O)=CC(O)=CC=C1